N1=CC(=CC=C1)C1=NC(=CC(=N1)NC1=NC=CC(=C1)OC(F)(F)F)N1CC2(CNC2)CC1 2-(pyridin-3-yl)-6-(2,6-diazaspiro[3.4]oct-6-yl)-N-(4-(trifluoromethoxy)pyridin-2-yl)pyrimidin-4-amine